4-[(1R)-1-Phenylethoxy]-6-(4,4,5,5-tetramethyl-1,3,2-dioxaborolan-2-yl)pyrazolo[1,5-a]pyridine-3-carbonitrile C1(=CC=CC=C1)[C@@H](C)OC=1C=2N(C=C(C1)B1OC(C(O1)(C)C)(C)C)N=CC2C#N